3-(6-butoxynaphthalen-2-yl)-1-(piperidin-4-ylmethyl)-1H-pyrazolo[3,4-d]pyrimidin-4-amine C(CCC)OC=1C=C2C=CC(=CC2=CC1)C1=NN(C2=NC=NC(=C21)N)CC2CCNCC2